C1(=CC=CC=C1)C1C2=C(C3=C(C(S1)=S)C=CC=C3)C=CC=C2 7-phenyldibenzo[c,e]thiepine-5(7H)-thione